OCCN1CCN(CC1)C(=O)C1=CC=C(C=C1)C1=NC2=CC=C3C(=C2C=2CCCCC12)C=NN3 (4-(2-hydroxyethyl)piperazin-1-yl)(4-(8,9,10,11-tetrahydro-3H-pyrazolo[4,3-a]phenanthridin-7-yl)phenyl)methanone